C(C)(C)(C)OC(=O)NCCCN(CCCCCCC(=O)OCCCCCCC)CCCCCCC(=O)OCCCCCCC diheptyl 7,7'-((3-((tert-butoxycarbonyl)amino)propyl)azanediyl)diheptanoate